FC1=CC(=C(C=C1)OC)OC 4-fluoro-1,2-dimethoxy-benzene